OCC1=C(C(=CC(=C1)OCCC)CO)O 2,6-bis(hydroxymethyl)-4-propoxyphenol